C[C@@H]1N(CCC2=C1C1=C(N=NC(=C1)C1=C(C=CC=C1)O)N2)C2CCC(CC2)CN2CCNCC2 (S)-2-(5-methyl-6-(4-(piperazin-1-ylmethyl)cyclohexyl)-6,7,8,9-tetrahydro-5H-pyrido[3',4':4,5]pyrrolo[2,3-c]pyridazin-3-yl)phenol